FC=1C(=C(C=CC1F)[C@@H]1CO[C@@]([C@H]1C)(C(F)(F)F)C)OC (2R,3R,4S,5S)-3-(3,4-difluoro-2-methoxy-phenyl)-4,5-dimethyl-5-(trifluoromethyl)tetrahydrofuran